Racemic-N-(8,9-difluoro-6-oxo-1,2,3,4,5,6-hexahydrobenzo[c][1,7]naphthyridin-1-yl)-5-fluoro-N-methyl-1H-indole-2-carboxamide FC=1C(=CC2=C(C(NC=3CNC[C@@H](C23)N(C(=O)C=2NC3=CC=C(C=C3C2)F)C)=O)C1)F |r|